6-Amino-3-((1S,3R)-4'-chloro-3-(3-cyano-5-methyl-1H-pyrazol-1-yl)-1',2'-dihydrospiro[cyclopentane-1,3'-pyrrolo[2,3-b]pyridin]-5'-yl)-2-fluoro-N,N-dimethylbenzamide NC1=CC=C(C(=C1C(=O)N(C)C)F)C=1C(=C2C(=NC1)NC[C@@]21C[C@@H](CC1)N1N=C(C=C1C)C#N)Cl